BrC1=C(C=CC=C1)OC1=C2C(C=C(OC2=CC=C1)C(=O)NN[C@@H](CC1=CC=CC=C1)C(=O)O)=O (5-((2-bromophenyl)oxy)-4-oxo-4H-chromene-2-carbonylamino)-L-phenylalanine